C(#N)C1=CNC2=C(C=CC(=C12)C)NS(=O)(=O)C1=CN=C(S1)C1CCN(CC1)C(=O)OC(C)(C)C Tert-butyl 4-[5-[(3-cyano-4-methyl-1H-indol-7-yl)sulfamoyl]thiazol-2-yl]piperidine-1-carboxylate